ClC(=O)[C@@H]1CC[C@H](CC1)CC(=O)OC(C)(C)C Tert-Butyl 2-(trans-4-(chlorocarbonyl)cyclohexyl)acetate